5,5',5'',5'''-(1,4,7,10-tetraazacyclododecane-1,4,7,10-tetrayl)tetranicotinic Acid N1(CCN(CCN(CCN(CC1)C=1C=NC=C(C(=O)O)C1)C=1C=NC=C(C(=O)O)C1)C=1C=NC=C(C(=O)O)C1)C=1C=NC=C(C(=O)O)C1